ClC=1C=C(C=CC1)[C@@H]1[C@H](C1)C(=O)NC1=NC=NC(=C1)NCC=1N=C2N(C=C(C=C2N2CNCC2=O)C2CC2)C1 (1S,2S)-2-(3-chlorophenyl)-N-(6-(((6-cyclopropyl-8-(5-oxoimidazolidin-1-yl)imidazo[1,2-a]pyridin-2-yl)methyl)amino)pyrimidin-4-yl)cyclopropane-1-carboxamide